sodium n-tetradecyl alcohol C(CCCCCCCCCCCCC)O.[Na]